C(C)(C)OC(=O)C1(CC(C1)=NO)C(=O)OC(C)C 3-Hydroxyiminocyclobutane-1,1-dicarboxylic acid diisopropyl ester